6-(((5-Nitrobenzo[d]oxazol-2-yl)methyl)thio)-1-phenyl-1,5-dihydro-4H-pyrazolo[3,4-d]Pyrimidin-4-on [N+](=O)([O-])C=1C=CC2=C(N=C(O2)CSC=2NC(C3=C(N2)N(N=C3)C3=CC=CC=C3)=O)C1